C(C)O[Si](CCCCOS(=S)(=O)O)(OCC)OCC.F\C(=C\C1=CC=CC=C1)\OC=1C=C(C=CC1)\C(\C)=N\OCC1=C(C=CC=C1)\C(\C(=O)NC)=N/OC (2E)-2-{2-[({[(1E)-1-(3-{[(E)-1-fluoro-2-phenylvinyl]oxy}phenyl)ethylidene]amino}oxy)methyl]phenyl}-2-(methoxyimino)-N-methylacetamide 3-triethoxysilyl-1-propylmethyl-thiosulfate